FC1=CC=C(C=C1)C=1C=C2C(=NC=NC2=C(C1)S(=O)C1COC1)N[C@H](C)C=1N=NC(=CC1)C 6-(4-fluorophenyl)-N-((R)-1-(6-methylpyridazin-3-yl)ethyl)-8-(oxetan-3-ylsulfinyl)quinazolin-4-amine